pyrimidin-4(5H)-one N=1C=NC(CC1)=O